(1S,2R,3R,5R)-3-(2-(2-amino-3-bromoquinolin-7-yl)ethyl)-5-(4-amino-7H-pyrrolo[2,3-d]pyrimidin-7-yl)cyclopentane-1,2-diol NC1=NC2=CC(=CC=C2C=C1Br)CC[C@H]1[C@H]([C@H]([C@@H](C1)N1C=CC2=C1N=CN=C2N)O)O